methyl 7-bromo-4-vinyl-2,3-dihydrobenzofuran-5-carboxylate BrC1=CC(=C(C=2CCOC21)C=C)C(=O)OC